OC1(COC1)CN1N=NC(=C1)C(=O)NCC=1SC(=NN1)C1=CC=CC=C1 1-((3-hydroxyoxetan-3-yl)methyl)-N-((5-phenyl-1,3,4-thiadiazol-2-yl)methyl)-1H-1,2,3-triazole-4-carboxamide